C(C=C)(=O)N1CC(CCC1)C1=C2C=3CC4(CC4)CCC3NC2=C(C=C1F)C(=O)N 5-(1-acryloyl-piperidin-3-yl)-6-fluoro-1,2,4,9-tetrahydrospiro[carbazole-3,1'-cyclopropane]-8-carboxamide